S1CC(CC1)C(=O)O TETRAHYDROTHIOPHENE-3-CARBOXYLIC ACID